3-(2-(dipropylamino) ethyl)-1H-indol-6-yl isobutyrate C(C(C)C)(=O)OC1=CC=C2C(=CNC2=C1)CCN(CCC)CCC